FC(C(=O)O)(F)F.NC1=NC(=C2N=CNC2=N1)NC(C)C=1N=C2N(C(C1C1=C(C=CC=C1)F)=O)C(=CC=C2)C 2-{1-[(2-Amino-9H-purin-6-yl)amino]ethyl}-3-(2-fluorophenyl)-6-methyl-4H-pyrido[1,2-a]pyrimidin-4-one Trifluoroacetic Acid Salt